C(C)(C)(C)OC(=O)N1[C@@H]2C[C@H]([C@H](C1)C2)C#N (1s,4r,5r)-5-cyano-2-azabicyclo[2.2.1]heptane-2-carboxylic acid tert-butyl ester